2-((1-(pyridin-4-ylmethyl)-1H-pyrazol-3-yl)amino)acetonitrile N1=CC=C(C=C1)CN1N=C(C=C1)NCC#N